4-n-nonylphenoxyphenylene glycol C(CCCCCCCC)C1=CC=C(OC2=C(C(=CC=C2)O)O)C=C1